dithiol-glyoxylic acid S1SC(C=C1)C(C(=O)O)=O